3-{5-[1-(6-methoxynaphthalen-2-yl)pyrazol-3-yl]-1-oxo-3H-isoindol-2-yl}piperidine-2,6-dione COC=1C=C2C=CC(=CC2=CC1)N1N=C(C=C1)C=1C=C2CN(C(C2=CC1)=O)C1C(NC(CC1)=O)=O